ClC=1C2=C(N=CN1)N(C=C2I)C2CCCC2 4-chloro-7-cyclopentyl-5-iodo-7H-pyrrolo[2,3-d]pyrimidine